CN(C1=NN(C(C=C1OCC(F)(F)F)=O)CC(=O)O)C.C(=C)C1=C(C=CC=C1)C=CC1=C(C=CC=C1)C=C 1,2-bis(vinylphenyl) ethylene 2-(3-(dimethylamino)-6-oxo-4-(2,2,2-trifluoroethoxy)pyridazin-1(6H)-yl)acetate